4-(2-(3-nitrophenyl)-6-(pyridin-4-yl)thieno[3,2-d]pyrimidin-4-yl)morpholine [N+](=O)([O-])C=1C=C(C=CC1)C=1N=C(C2=C(N1)C=C(S2)C2=CC=NC=C2)N2CCOCC2